2-[4-(difluoromethoxy)phenyl][1,2,4]triazolo[1,5-c]quinazolin FC(OC1=CC=C(C=C1)C1=NN2C=NC=3C=CC=CC3C2=N1)F